B([O-])([O-])[O-].FC1=C(C(=C(C(=C1[PH3+])F)F)F)F.FC1=C(C(=C(C(=C1[PH3+])F)F)F)F.FC1=C(C(=C(C(=C1[PH3+])F)F)F)F (pentafluorophenyl)phosphonium borate